N-[(1S)-1-(dicyclopropylmethyl)-2-[[5-(3,5-dimethyl-1H-pyrazol-4-yl)-6-fluoro-2-pyridyl]amino]-2-oxo-ethyl]-4-ethyl-1,2,5-oxadiazole-3-carboxamide C1(CC1)C([C@@H](C(=O)NC1=NC(=C(C=C1)C=1C(=NNC1C)C)F)NC(=O)C1=NON=C1CC)C1CC1